2-hydroxy-4-(2-fluoro-3-o-fluorophenyl-benzyloxy)benzaldehyde OC1=C(C=O)C=CC(=C1)OCC1=C(C(=CC=C1)C1=C(C=CC=C1)F)F